NCCC1=CC=C(C=C1)[Si](OC)(OC)OC p-(2-aminoethyl)phenyltrimethoxysilane